N-(1-(6-bromo-5-fluoro-1-neopentyl-1H-indol-3-yl)ethyl)cyclopropanesulfonamide BrC1=C(C=C2C(=CN(C2=C1)CC(C)(C)C)C(C)NS(=O)(=O)C1CC1)F